1,3-dimethylimidazolium hydrogen carbonate C(O)([O-])=O.CN1C=[N+](C=C1)C